C(C)C1=CC=C(C=C1)S(=O)(=O)C=1C=NC2=CC=C(C=C2C1N1CCN(CCC1)C)C(=O)O 3-((4-ethylphenyl)sulfonyl)-4-(4-methyl-1,4-diazepan-1-yl)quinoline-6-carboxylic acid